COC(CC1C(C2(NCC(N2)=O)CC1)CCCCC)=O 2-(2-oxo-6-pentyl-1,4-diazaspiro[4.4]non-7-yl)acetic acid methyl ester